4-(3-bromo-6-chloro-2-fluorophenoxy)-2-fluorobutanoic acid BrC=1C(=C(OCCC(C(=O)O)F)C(=CC1)Cl)F